1-((3,5-Dichloro-4-(3,6-dihydro-2H-pyran-4-yl)phenyl)carbamoyl)-6-(ethylsulfo)-3,4-dihydroisoquinoline-2(1H)-carboxylic acid tert-butyl ester C(C)(C)(C)OC(=O)N1C(C2=CC=C(C=C2CC1)S(=O)(=O)OCC)C(NC1=CC(=C(C(=C1)Cl)C=1CCOCC1)Cl)=O